C(C1=CC=CC=C1)OC[C@@H]1[C@](OC2=C1C(=C(C(=C2)F)Cl)C2=C(C(=CC=C2C(N)=O)OC)F)(C2=CC=CC=C2)CN(C(OC(C)(C)C)=O)C Tert-butyl (((2S,3R,4S)-3-((benzyloxy)methyl)-4-(6-carbamoyl-2-fluoro-3-methoxyphenyl)-5-chloro-6-fluoro-2-phenyl-2,3-dihydrobenzofuran-2-yl)methyl)(methyl)carbamate